CC=1C=CC=C2N(CCN(C12)C(=O)OC(C)(C)C)C=1C(N2CCCCOC=3C=CC=C(NC4=NC=C(C1)C2=N4)C3)=O tert-butyl 8-methyl-4-(14-oxo-8-oxa-2,13,19,20-tetrazatetracyclo[11.6.2.13,7.017,21]docosa-1(19),3,5,7(22),15,17,20-heptaen-15-yl)-2,3-dihydroquinoxaline-1-carboxylate